4-[5-(ethylsulfonylmethyl)-2-(2,2,2-trifluoroethoxy)phenyl]-2-methylisoquinolin-1-one C(C)S(=O)(=O)CC=1C=CC(=C(C1)C1=CN(C(C2=CC=CC=C12)=O)C)OCC(F)(F)F